Cl.NC(CO)C1=CN=CO1 2-amino-2-(1,3-oxazol-5-yl)ethanol hydrochloride